1-(4-chlorophenyl)-3-hydroxy-cyclobutanecarbonitrile ClC1=CC=C(C=C1)C1(CC(C1)O)C#N